1,3-dichlorobenzene-D4 [2H]C1=C(C(=C(C(=C1[2H])Cl)[2H])Cl)[2H]